[1,8]Naphthyridin-5-ylamine N1=CC=CC2=C(C=CN=C12)N